hydroxynicotinamide C1=CNC(=O)C(=C1)C(=O)N